tert-Butyl 5-chloro-3-iodo-6-methoxy-1H-pyrazolo[4,3-b]pyridine-1-carboxylate ClC1=C(C=C2C(=N1)C(=NN2C(=O)OC(C)(C)C)I)OC